N-(4-chlorophenyl)-2-(2-ethyl-1H-benzimidazol-1-yl)-5-fluoropyrimidine ClC1=CC=C(C=C1)N1C(N=CC(=C1)F)N1C(=NC2=C1C=CC=C2)CC